N-{[1-(4-chloro-3-fluorophenyl)-1H-1,2,4-triazol-5-yl]methyl}-1H-imidazole-1-carboxamide ClC1=C(C=C(C=C1)N1N=CN=C1CNC(=O)N1C=NC=C1)F